C(#N)C=1C=CC(=C(C1)C1=C(N=C(S1)C)C(=O)N)N1CCC(CC1)OC1=C(C=C(C=C1)F)F 5-cyano-2-(4-(2,4-difluorophenoxy)piperidin-1-yl)phenyl-2-methylthiazole-4-carboxamide